ClC=1C=C(NC2(CCC3(C(CC4=CC=CC=C34)C3=CC=C(C=C3)OCC3=CC=NC=C3)CC2)C(=O)O)C=CC1 (1r,4r)-4-(3-chloroanilino)-2'-{4-[(pyridin-4-yl)methoxy]phenyl}-2',3'-dihydrospiro[cyclohexane-1,1'-indene]-4-carboxylic acid